2-(5-bromo-2-hydroxyphenyl)-N,N-dimethylacetamide BrC=1C=CC(=C(C1)CC(=O)N(C)C)O